2-(5-((4-(3-((2-((1S)-1-((tetrahydro-2H-pyran-2-yl)oxy)ethyl)-1H-imidazol-1-yl)methyl)isoxazol-5-yl)phenyl)ethynyl)pyridin-2-yl)acetamide O1C(CCCC1)O[C@@H](C)C=1N(C=CN1)CC1=NOC(=C1)C1=CC=C(C=C1)C#CC=1C=CC(=NC1)CC(=O)N